C(CCCCCCCCCCCCC)N1C(CCC1)=O N-tetradecyl-pyrrolidone